C(C)NCC(=O)C1=CC=C(C=C1)OC 2-(Ethylamino)-1-(4-methoxyphenyl)ethan-1-one